IC=1C=CC=C2C=CC=C(C12)C(=O)O 8-iodo-1-naphthoic acid